C(C)C1=C(C=C(C=N1)B(O)O)N1C[C@](CC1)(C)O (R)-(6-ethyl-5-(3-hydroxy-3-methylpyrrolidin-1-yl)pyridin-3-yl)boronic acid